6-bromo-7-fluoro-1-(2-hydroxyethyl)-1,2-dihydro-3H-indazol-3-one BrC1=CC=C2C(NN(C2=C1F)CCO)=O